BIS(2-HYDROXYETHYL)BENZYL-AMMONIUM CHLORIDE [Cl-].OCC[NH+](CC1=CC=CC=C1)CCO